N1(NCCCCC1)CCC(C(C=C)=C)=C 1-(N-diazepanyl)-3,4-dimethylenehex-5-ene